dimethyl-(decyl)amine CN(CCCCCCCCCC)C